CC1(CCN(CC1)C=1OC2=C(C=C(C=C2C(C1C)=O)C)C(C)NC1=NC=CC=C1B1OC(C(O1)(C)C)(C)C)C 2-(4,4-dimethyl-1-piperidyl)-3,6-dimethyl-8-[1-[[3-(4,4,5,5-tetramethyl-1,3,2-dioxaborolan-2-yl)-2-pyridyl]amino]ethyl]chromen-4-one